BrC1=CC=C2C(N(C(=NC2=C1)[C@@H](CC1=CC(=CC(=C1)F)F)NC(OC(C)(C)C)=O)C1=CC=C(C=C1)S(=O)(=O)N1CCOCC1)=O tert-Butyl (R)-(1-(7-bromo-3-(4-(morpholinosulfonyl)phenyl)-4-oxo-3,4-dihydro-quinazolin-2-yl)-2-(3,5-difluorophenyl)ethyl)carbamate